1-methyl-4,5,6,7-tetrahydro-2-benzothiophen-5-amine CC=1SC=C2C1CCC(C2)N